C(C)(C)(C)OC(=O)NC=1SC=2[C@H]3CN(C[C@@H](CC2N1)N3C3=NC(=NO3)C3(CC3)C(F)(F)F)C(=O)OC |o1:11,15| Methyl (4R*,8R*)-2-[(tert-butoxycarbonyl)amino]-10-{3-[1-(trifluoromethyl)cyclopropyl]-1,2,4-oxadiazol-5-yl}-4,7,8,9-tetrahydro-4,8-epimino[1,3]thiazolo[5,4-d]azocine-6(5H)-carboxylate